BrC1=CC=C(C=C1)[C@@H]1[C@@H]2CN(C[C@@H]([C@@H](CN2C1)O)O)C(=O)NC1=CC=C(C=C1)OC (3R,4S,8R,9S)-9-(4-bromophenyl)-3,4-dihydroxy-N-(4-methoxyphenyl)-1,6-diazabicyclo[6.2.0]decane-6-carboxamide